ClC(CN(C1CC1)C)C1=CC(=CC=C1)Cl N-(2-chloro-2-(3-chlorophenyl)ethyl)-N-methylcyclopropanamine